normal-butyl acrylate C(C=C)(=O)OCCCC